C(CCCCCCC\C=C/CCCCCCCCCCCCCCCCCC\C=C/CCCCCCCC(=O)N)(=O)N dimethylenebisoleamide